C1(=CC=C(C=C1)C1=CC=C(C=C1)NC(=O)C(=O)N)C (4-(p-tolyl)phenyl)oxamide